3-amino-6-(3,5-dimethylpyrazol-1-yl)-[1,2,4]triazolo[4,3-b][1,2,4,5]tetrazine NC1=NN=C2N1N=C(N=N2)N2N=C(C=C2C)C